5'-bromo-2-methylspiro[cyclopropane-1,3'-indolin]-2'-one BrC=1C=C2C3(C(NC2=CC1)=O)C(C3)C